C(C)(C)C1=NC(=CC=C1C=1C=C(C(N(C1)C)=O)C)N1CCC(CC1)N1CCNCC1 5-[2-isopropyl-6-(4-piperazin-1-yl-1-piperidyl)-3-pyridyl]-1,3-dimethyl-pyridin-2-one